NC=1SC2=C(C1C(=O)O)CCC(C2=O)(C2CCCCC2)C#N 2-amino-6-cyano-6-cyclohexyl-7-oxo-4,5,6,7-tetrahydro-1-benzothiophene-3-carboxylic acid